BrC1=CN=CC=2C(C(CCC12)CC(=O)OCC)=C=O ethyl 2-(4-bromo-8-carbonyl-5,6,7,8-tetrahydroisoquinolin-7-yl)acetate